N1(CCNCCC1)C=1C=C(OC2=CC=C(C=C2)S(=O)(=O)NCCCC2=CNC3=CC=C(C=C23)Cl)C=CC1 4-(3-(1,4-diazepan-1-yl)phenoxy)-N-(3-(5-chloro-1H-indol-3-yl)propyl)benzenesulfonamide